N1=NC(=CC2=C1C1=C(CCC2)C=CC=C1)N1N=C(N=C1N)NC1=CC=C(C=C1)N1CCC(CC1)N1CCCC1 1-(6,7-dihydro-5H-benzo[6,7]cyclohepta[1,2-c]pyridazin-3-yl)-N3-(4-(4-pyrrolidin-1-ylpiperidinyl)phenyl)-1H-1,2,4-triazole-3,5-diamine